(E)-2-ethyl-N-(3-(methylsulfonyl)allyl)-4-phenoxypyrimidine-5-carboxamide C(C)C1=NC=C(C(=N1)OC1=CC=CC=C1)C(=O)NC\C=C\S(=O)(=O)C